ClC1=C(C=CC(=C1)CN(C(OC(C)(C)C)=O)CC#C)C1=CC=CC=C1 Tert-butyl ((2-chloro-[1,1'-biphenyl]-4-yl)methyl)(prop-2-yn-1-yl)carbamate